CC1N2C(OC1)=C(C=N2)S(=O)(NC(C2=CC=CC=C2)(C2=CC=CC=C2)C2=CC=CC=C2)=N 3-methyl-N-trityl-2,3-dihydropyrazolo[5,1-b]oxazole-7-sulfonimidamide